5-[2-fluoro-6-hydroxy-4-(6-methoxy-3-pyridyl)phenyl]-1,1-dioxo-1,2,5-thiadiazolidin-3-one FC1=C(C(=CC(=C1)C=1C=NC(=CC1)OC)O)N1CC(NS1(=O)=O)=O